C(C1=CC=CC=C1)NC(C#N)C1=CC=C(C=C1)C(C)C 2-benzylamino-2-(4-isopropylphenyl)acetonitrile